(7R,14R)-11-[6-(cis-1-Amino-3-hydroxy-3-methylcyclobutyl)-5-fluoropyridin-3-yl]-1-(difluoromethoxy)-6,7-dihydro-7,14-methanobenzimidazo[1,2-b][2,5]benzodiazocin-5(14H)-one NC1(CC(C1)(C)O)C1=C(C=C(C=N1)C=1C=CC2=C(C1)N1[C@H]3C4=C(C(N[C@@H](C1=N2)C3)=O)C=CC=C4OC(F)F)F